C(C1=CC=CC=C1)OC=1C=2N(C(=CC1)CC(=O)OC(C)(C)C)C=CN2 Tert-butyl 2-(8-(benzyloxy)imidazo[1,2-a]pyridin-5-yl)acetate